BrC=1C=C(SC1)C=1N=C(N(C1)COCC[Si](C)(C)C)SC 4-(4-Bromothiophen-2-yl)-2-(methylthio)-1-((2-(trimethylsilyl)ethoxy)methyl)-1H-imidazole